6-{[(9Z)-octadec-9-en-1-yl]amino}-1,3,5-triazine-2,4-dithiol C(CCCCCCC\C=C/CCCCCCCC)NC1=NC(=NC(=N1)S)S